4-amino-N,1-dimethyl-N-((3S)-6-(1-(trifluoromethyl)-1H-pyrazol-4-yl)-2,3-dihydro-1-benzofuran-3-yl)-1H-pyrazolo[4,3-c]quinoline-8-carboxamide NC1=NC=2C=CC(=CC2C2=C1C=NN2C)C(=O)N([C@@H]2COC1=C2C=CC(=C1)C=1C=NN(C1)C(F)(F)F)C